P(=O)([O-])([O-])[O-].[Mn+2].P(=O)([O-])([O-])[O-].[Mn+2].[Mn+2] manganese phosphate salt